CN1N=C(C2=CC=CC(=C12)B(O)O)C 1,3-DIMETHYL-1H-INDAZOLE-7-BORONIC ACID